ethyl 3-bromopropionate (ethyl 3-bromopropanoate) C(C)C(C(=O)O)CBr.BrCCC(=O)OCC